(2R,3R,4R,5R)-5-(6-benzamido-9H-purin-9-yl)-4-((tert-butyldimethylsilyl)oxy)-2-(((tert-butyldimethyl silyl)oxy)methyl)tetrahydrofuran-3-yl methyl sulfate S(=O)(=O)(O[C@@H]1[C@H](O[C@H]([C@@H]1O[Si](C)(C)C(C)(C)C)N1C2=NC=NC(=C2N=C1)NC(C1=CC=CC=C1)=O)CO[Si](C)(C)C(C)(C)C)OC